4-(3-cyclopropyl-1H-indazol-5-yl)-2-(2-methylidene-3-oxo-3-phenylpropyl)-2,3-dihydro-1H-isoindol-1-one C1(CC1)C1=NNC2=CC=C(C=C12)C1=C2CN(C(C2=CC=C1)=O)CC(C(C1=CC=CC=C1)=O)=C